BrC1=NN2C(=NC=3C=CC=CC3C2=N1)N[C@H]1C(NCCN(C1)C(=O)OCC1=CC=CC=C1)=O Benzyl (6R)-6-[(2-bromo[1,2,4]triazolo[1,5-c]quinazolin-5-yl)amino]-5-oxo-1,4-diazepane-1-carboxylate